N~1~-[6-Chloro-2-(1,1-dioxido-2,3-dihydro-1,4-benzothiazepin-4(5H)-yl)quinolin-4-yl]-2-methylpropane-1,2-diamine ClC=1C=C2C(=CC(=NC2=CC1)N1CCS(C2=C(C1)C=CC=C2)(=O)=O)NCC(C)(N)C